BrCCC(=O)NC1=CC(=C(C=C1)C#N)C(F)(F)F 3-bromo-N-(4-cyano-3-(trifluoromethyl)phenyl)propionamide